C(=CC)C1=C(C=CC=C1)O o-propenyl-phenol